4-((5-(4-fluorophenyl)-1-(naphthalen-2-ylmethyl)-1H-indole-7-carboxamido)methyl)benzoic acid FC1=CC=C(C=C1)C=1C=C2C=CN(C2=C(C1)C(=O)NCC1=CC=C(C(=O)O)C=C1)CC1=CC2=CC=CC=C2C=C1